4-(4-((3-methyl-5-(1,3,5-trimethyl-1H-pyrazolo[4,3-d]pyrimidin-7-yl)-4,5,6,7-tetrahydro-1H-pyrazolo[4,3-c]pyridin-1-yl)methyl)bicyclo[2.2.2]oct-1-yl)morpholine CC1=NN(C2=C1CN(CC2)C=2C1=C(N=C(N2)C)C(=NN1C)C)CC12CCC(CC1)(CC2)N2CCOCC2